C1(=CC=CC=C1)[C@H](C)O (S)-1-phenylethane-1-ol